CN1C(=NN=C1)CC1(COC1)C=1C=C(C=CC1)N1C(C2=CC(=CC(=C2C1)C(F)(F)F)CNC1(CCC1)C)=O 2-(3-(3-((4-methyl-4H-1,2,4-triazol-3-yl)methyl)oxetan-3-yl)phenyl)-6-(((1-methylcyclobutyl)amino)methyl)-4-(trifluoromethyl)isoindolin-1-one